6-cyano-4-(isopropylamino)-9H-pyrido[2,3-b]indole-3-carboxylic acid methyl ester COC(=O)C1=C(C2=C(NC3=CC=C(C=C23)C#N)N=C1)NC(C)C